C[Hg].[Hg] mercury (methylmercury)